COC(=O)C=1CSCC1OS(=O)(=O)C(F)(F)F 4-{[(trifluoromethyl)sulfonyl]Oxy}-2,5-dihydrothiophene-3-carboxylic acid methyl ester